COC1=CC2=C(N=C(S2)C2=C3N=CC(=NC3=CC(=C2)C)OC)C(=C1)C(O)C1=CC(=CC=C1)C(F)(F)F (6-methoxy-2-(2-methoxy-7-methylquinoxalin-5-yl)benzo[d]thiazol-4-yl)(3-(trifluoromethyl)phenyl)methanol